2-((3R,4R)-3-Amino-4-fluoro-1-piperidinyl)-1-((5-cyano-2-pyrazinyl)methyl)-1H-benzimidazol-5-carbonitril N[C@@H]1CN(CC[C@H]1F)C1=NC2=C(N1CC1=NC=C(N=C1)C#N)C=CC(=C2)C#N